C1=CC=C(C(=C1)F)SSC2=CC=CC=C2F 2,2'-difluorodiphenyl disulfide